6-Cyano-N-[3-fluoro-4-[(7-methoxy-1,5-naphthyridin-4-yl)oxy]phenyl]-5-(4-fluorophenyl)-1-methyl-4-oxopyridine-3-carboxamide C(#N)C1=C(C(C(=CN1C)C(=O)NC1=CC(=C(C=C1)OC1=CC=NC2=CC(=CN=C12)OC)F)=O)C1=CC=C(C=C1)F